2-((5-(trifluoromethyl)isoindolin-2-yl)methyl)-4H-pyran-4-one FC(C=1C=C2CN(CC2=CC1)CC=1OC=CC(C1)=O)(F)F